FC1=C(C=CC=C1F)C1=CC(=CC=C1)[C@H](CC(=O)[O-])NC(=O)NC=1C(N(C=C(C1[O-])C)C)=O.[Na+].[Na+] sodium (S)-3-(2',3'-difluorobiphenyl-3-yl)-3-(3-(1,5-dimethyl-4-oxido-2-oxo-1,2-dihydropyridin-3-yl)ureido)propanoate